5-(1,7-dihydro-5H-pyrrolo[3,4-D]pyrimidin-4-yloxy)-indole-carboxylic acid [5-(1-methyl-cyclopropyl)-2H-pyrazol-3-yl]-amide CC1(CC1)C=1C=C(NN1)NC(=O)C=1NC2=CC=C(C=C2C1)OC=1C2=C(NCN1)CNC2